OCC1(C=CC(O1)=O)O 5-hydroxymethyl-5-hydroxy-2(5H)-furanone